FC1=C(C#N)C=CC(=C1)O[C@H]1CN(C[C@]1(CO)O)S(=O)(=O)C=1C=NC(=CC1)C(F)(F)F 2-fluoro-4-(((3S,4R)-4-hydroxy-4-(hydroxymethyl)-1-((6-(trifluoromethyl)pyridin-3-yl)sulfonyl)pyrrolidin-3-yl)oxy)benzonitrile